3-(n-propoxycarbonyl-amino)pyridine C(CC)OC(=O)NC=1C=NC=CC1